3-((1s,4s)-4-methoxycyclohexyl)-1-methyl-N-(7-methyl-[1,2,4]triazolo[1,5-a]pyridin-6-yl)-1H-pyrazolo[4,3-d]pyrimidin-5-amine COC1CCC(CC1)C1=NN(C2=C1N=C(N=C2)NC=2C(=CC=1N(C2)N=CN1)C)C